N-[2-Methoxy-6-[4-methyl-2-(methylamino)pyrimidin-5-yl]-3-pyridyl]-5-methyl-3-phenyl-isoxazole-4-carboxamide COC1=NC(=CC=C1NC(=O)C=1C(=NOC1C)C1=CC=CC=C1)C=1C(=NC(=NC1)NC)C